BrC(=O)Br bromo ketone